C(C)(C)(C)C=1C=C(C=CC1O)OC 3-t-butyl-4-hydroxyanisole